(S)-4-(6-(2,6-difluorophenyl)-2-((pyrrolidin-3-ylmethyl)amino)quinazolin-4-yl)-2-fluorobenzonitrile FC1=C(C(=CC=C1)F)C=1C=C2C(=NC(=NC2=CC1)NC[C@@H]1CNCC1)C1=CC(=C(C#N)C=C1)F